[Na+].ClC1=CC=C2C(=C(N(C2=C1F)C=1C=NN(C1)CC(F)(F)F)C1CC1)SC=1C(=C(C(=O)[O-])C=CC1)F 3-((6-chloro-2-cyclopropyl-7-fluoro-1-(1-(2,2,2-trifluoroethyl)-1H-pyrazol-4-yl)-1H-indol-3-yl)thio)-2-fluorobenzoic acid sodium salt